C(#N)C1=C(C=CC(=C1)NC1=NC=CC(=N1)OC1=C(C=C(C=C1C)C#N)C)N1CCN(CC1)S(=O)(=O)N(C)C 4-(2-cyano-4-((4-(4-cyano-2,6-dimethylphenoxy)pyrimidin-2-yl)amino)phenyl)-N,N-dimethylpiperazine-1-sulfonamide